tert-Butyl 1-(2-hydroxyethyl)-octahydropyrrolo[2,3-c]pyrrole-5-carboxylate OCCN1CCC2C1CN(C2)C(=O)OC(C)(C)C